Benzyl (4-(4-(2-methoxyethyl)piperazin-1-yl)phenethyl)carbamate COCCN1CCN(CC1)C1=CC=C(CCNC(OCC2=CC=CC=C2)=O)C=C1